2-[1-[6-Methyl-4-oxo-2-[1-[4-(trifluoromethoxy)phenyl]pyrazol-4-yl]chromen-8-yl]ethylamino]benzoic acid CC=1C=C2C(C=C(OC2=C(C1)C(C)NC1=C(C(=O)O)C=CC=C1)C=1C=NN(C1)C1=CC=C(C=C1)OC(F)(F)F)=O